5-[bis(3-methoxybenzyl)aminocarbonyloxy]dimethylaminobenzene COC=1C=C(CN(C(=O)OC=2C=CC=C(C2)N(C)C)CC2=CC(=CC=C2)OC)C=CC1